C(C)OC(CC1CN(CCC1)C=1C(=NC(=CC1F)C=1N=NN(C1CO)C)CC)=O 2-(1-(2-ethyl-4-fluoro-6-(5-(hydroxymethyl)-1-methyl-1H-1,2,3-triazol-4-yl)pyridin-3-yl)piperidin-3-yl)acetic acid ethyl ester